tert-butyl 3-bromo-2-methyl-1H-indole-1-carboxylate BrC1=C(N(C2=CC=CC=C12)C(=O)OC(C)(C)C)C